9-(4-Chlorobenzyl)-4-ethyl-2,2-dimethyl-1-oxa-4,9-diazaspiro[5.5]undecan-3-on ClC1=CC=C(CN2CCC3(CN(C(C(O3)(C)C)=O)CC)CC2)C=C1